2,4-dimethyl-p-phenylenediamine CC1=C(C=CC(C1)(N)C)N